(R)-2-amino-5-methyl-hex-5-enoic acid methyl ester COC([C@@H](CCC(=C)C)N)=O